COC(=O)N[C@@H](CCS)C(=O)O methoxy-carbonyl-homocysteine